3-(3-methoxypropoxy)-1-[(1r,4r)-4-{[(tert-butoxy)carbonyl]amino}cyclohexyl]-1H-pyrazole-4-carboxylic acid COCCCOC1=NN(C=C1C(=O)O)C1CCC(CC1)NC(=O)OC(C)(C)C